tert-Butyl 4-[4-(aminomethyl) phenyl]tetrahydro-1(2H)-pyrazinecarboxylate NCC1=CC=C(C=C1)N1CCN(CC1)C(=O)OC(C)(C)C